ClC=1N(N=C2C=C(C=CC12)C(=O)N(C)[C@H]1COCC=2NC(C=3C=C(C(=CC3C21)F)F)=O)C(F)F (R)-3-chloro-N-(8,9-difluoro-6-oxo-1,4,5,6-tetrahydro-2H-pyrano[3,4-c]isoquinolin-1-yl)-2-(difluoromethyl)-N-methyl-2H-indazole-6-carboxamide